C[C@H](CC[C@@H](C=CO)C(C)C)[C@H]1CC[C@@H]2[C@@]1(CC[C@H]3[C@H]2CCC4[C@@]3(CCCC4)C)C Stigmastenol